E-propane CCC